CC(C)N methyl-1-ethanamine